(R)-(5-methyl-1,3,4-oxadiazol-2-yl)(4-(4-methylpyrazolo[1,5-a]pyridin-2-yl)-6,7-dihydro-1H-imidazo[4,5-c]pyridin-5(4H)-yl)methanone CC1=NN=C(O1)C(=O)N1[C@H](C2=C(CC1)NC=N2)C2=NN1C(C(=CC=C1)C)=C2